Cl.O[C@@](C=1C=C(C=NC1)C1=NOC(=N1)CCNC(C([2H])([2H])[2H])=O)(C1(CNC1)C)C1=CC=C(C=C1)C(C)C (R)-N-(2-(3-(5-(hydroxy(4-isopropylphenyl)(3-methylazetidin-3-yl)methyl)pyridin-3-yl)-1,2,4-oxadiazol-5-yl)ethyl)acetamide-2,2,2-d3, hydrochloride salt